(R/S)-3-[[6-[3-(Difluoromethoxy)-4-fluoro-phenyl]pyrazin-2-yl]methyl]-N-methyl-2-oxo-oxazolidine-5-carboxamide FC(OC=1C=C(C=CC1F)C1=CN=CC(=N1)CN1C(O[C@H](C1)C(=O)NC)=O)F |r|